CC1=CN=C2C(=N1)N(C(C(=C2)C2CCC(CC2)C=2C=NC=CC2C(F)(F)F)=O)CC2=NC=CC=C2C(F)(F)F 3-Methyl-5-((3-(trifluoromethyl)pyridin-2-yl)methyl)-7-((1s,4s)-4-(4-(trifluoromethyl)pyridin-3-yl)cyclohexyl)pyrido[2,3-b]pyrazin-6(5H)-one